[Cu].[P] Phosphorus Copper